5-amino-1-(4-(hydroxymethyl)-2-methoxybenzyl)-3-methyl-1H-pyrazolo[4,3-d]Pyrimidin-7-ol NC=1N=C(C2=C(N1)C(=NN2CC2=C(C=C(C=C2)CO)OC)C)O